(S)-3-(6-(((3R,4R)-1-(5-chloro-4-((4-fluoro-1-methyl-2-oxoindolin-5-yl)amino)pyrimidin-2-yl)-3-methylpiperidin-4-yl)amino)-1-methyl-1H-indazol-3-yl)piperidine-2,6-dione ClC=1C(=NC(=NC1)N1C[C@H]([C@@H](CC1)NC1=CC=C2C(=NN(C2=C1)C)[C@H]1C(NC(CC1)=O)=O)C)NC=1C(=C2CC(N(C2=CC1)C)=O)F